N-(3',4',5'-trifluorobiphenyl-2-yl)-5-chloro-1,3-dimethylpyrazole-4-yl-carboxamide FC=1C=C(C=C(C1F)F)C1=C(C=CC=C1)NC(=O)C=1C(=NN(C1Cl)C)C